(1R,3S,5R)-2-{[(9H-fluoren-9-yl)methoxy]carbonyl}-2-azabicyclo[3.1.0]hexane-3-carboxylic acid C1=CC=CC=2C3=CC=CC=C3C(C12)COC(=O)N1[C@@H]2C[C@@H]2C[C@H]1C(=O)O